[13C](C(=O)C)(=O)O.C(C1=CC=CC=C1)C=1C=CC(=C(C(=O)N)C1)N1C[C@H](CC1)OC1=NC=CC=C1Cl (S)-5-benzyl-2-(3-(3-chloropyridin-2-yloxy)pyrrolidin-1-yl)benzamide [1-13C]pyruvate